C(C)(C)(C)OC(=O)N1CC2(CC2)C(C1CC1=C(C(=CC=C1)Br)F)=N[S@](=O)C(C)(C)C 6-(3-bromo-2-fluorobenzyl)-7-(((R)-tert-butylsulfinyl)imino)-5-azaspiro[2.4]Heptane-5-carboxylic acid tert-butyl ester